C(CCC)(=O)NC=1C=2N=CN([C@H]3[C@H](O)[C@H](O)[C@@H](CO)O3)C2N=CN1 N6-butyryl-adenosine